tert-butyl N-(3-{[(tert-butoxy)carbonyl]({2-[(4-{[6-(5-chloro-2-fluorophenyl)pyridazin-4-yl]amino}pyridin-2-yl)carbamoyl]ethyl})amino}propyl)-N-methylcarbamate C(C)(C)(C)OC(=O)N(CCCN(C(OC(C)(C)C)=O)C)CCC(NC1=NC=CC(=C1)NC1=CN=NC(=C1)C1=C(C=CC(=C1)Cl)F)=O